COC(=O)C=1C(=CC=2N(N1)C(=CN2)I)C2=CC=C(C=C2)N2CCN(CC2)C(=O)OC(C)(C)C.CC(C(=C=O)C)[Si](C2=CC=CC=C2)(C2=CC=CC=C2)C2=CC=CC=C2 methyl-(triphenylsilyl)dimethyl-ketene methyl-7-(4-(4-(tert-Butoxycarbonyl)piperazin-1-yl)phenyl)-3-iodoimidazo[1,2-b]pyridazine-6-carboxylate